2-(4-Methoxybenzyl)phenyl 6-O-(ethoxycarbonyl)-β-D-glucopyranoside C(C)OC(=O)OC[C@@H]1[C@H]([C@@H]([C@H]([C@H](OC2=C(C=CC=C2)CC2=CC=C(C=C2)OC)O1)O)O)O